1-N-[2-[4-(hydroxymethyl)cyclohexyl]-6-(2-hydroxy-2-methyl-propoxy)indazol-5-yl]-6-(trifluoromethyl)pyridine-2-carboxamide OCC1CCC(CC1)N1N=C2C=C(C(=CC2=C1)N1C(C=CC=C1C(F)(F)F)C(=O)N)OCC(C)(C)O